(S)-N-(2,3-dihydro-1H-inden-1-yl)-4-methyl-2-(piperidin-4-yl)benzo[d]thiazole-6-carboxamide [C@@H]1(CCC2=CC=CC=C12)NC(=O)C1=CC2=C(N=C(S2)C2CCNCC2)C(=C1)C